3-(1-Cyclobutyl-6-(7-oxa-4-azaspiro[2.5]octan-4-yl)-1H-pyrazolo[4,3-c]pyridin-3-yl)-2,6-difluoro-5-(trifluoromethyl)phenol C1(CCC1)N1N=C(C=2C=NC(=CC21)N2C1(CC1)COCC2)C=2C(=C(C(=C(C2)C(F)(F)F)F)O)F